1-ethyl cis-cyclohexane-1,2-dicarboxylate [C@@H]1([C@H](CCCC1)C(=O)[O-])C(=O)OCC